(5-nitro-1-{[2-(trimethylsilyl)ethoxy]methyl}-1H-pyrazol-3-yl)methanol [N+](=O)([O-])C1=CC(=NN1COCC[Si](C)(C)C)CO